2-(4-(4-chloro-7,7-dimethyl-5-oxo-5,7-dihydroindolo[1,2-a]quinazolin-10-yl)piperidin-1-yl)pyrimidine-5-carbaldehyde ClC=1C=2C(N=C3N(C2C=CC1)C1=CC(=CC=C1C3(C)C)C3CCN(CC3)C3=NC=C(C=N3)C=O)=O